COCCC1(CC(CCC1)(C)C)CN1N=CC=C1C 1-((1-(2-methoxyethyl)-3,3-dimethylcyclohexyl)methyl)-5-methyl-1H-pyrazole